(2,6-difluorophenyl)-5-fluoropyridine-2-carboxylic acid FC1=C(C(=CC=C1)F)C=1C(=NC=C(C1)F)C(=O)O